2-[1-(5-fluoropyrimidin-2-yl)piperidine-4-carbonyl]-1,2,4,5-tetrahydro-3,2-benzoxazepine FC=1C=NC(=NC1)N1CCC(CC1)C(=O)N1CC2=C(CCO1)C=CC=C2